Iodo-1,2,3,4-tetrahydroisoquinoline-3-carboxylic acid IC1NC(CC2=CC=CC=C12)C(=O)O